S1C2=C(C=C1)C(=CC=C2)N2CCN(CC2)CCCCOC2=CC=C1C=CC(N(C1=C2)C(CCCCCCCCCCCCCCC)=O)=O 7-(4-(4-(benzo[b]thiophen-4-yl)piperazin-1-yl)butoxy)-1-palmitoylquinolin-2(1H)-one